NC1=CC=C(C=N1)C=CC(=O)NCC=1OC2=C(C1)C=C(C=C2Cl)C=2C=C1CN(C(C1=CC2)=O)C 3-(6-aminopyridin-3-yl)-N-((7-chloro-5-(2-methyl-1-oxoisoindolin-5-yl)benzofuran-2-yl)methyl)acrylamide